FC(C=1C=C(C=C(C1)C(F)(F)F)NC1=NOC2=C1C=CC(=C2)Br)(F)F N-(3,5-bis(trifluoromethyl)phenyl)-6-bromobenzo[d]isoxazol-3-amine